2-[(3-{2-[(4-chloro-2-fluorophenoxy)methyl]-5-fluoropyridin-4-yl}-2,5-dihydro-1H-pyrrol-1-yl)methyl]-1-{[(2S)-oxetan-2-yl]methyl}-1H-1,3-benzodiazole-6-carboxylic acid ClC1=CC(=C(OCC2=NC=C(C(=C2)C=2CN(CC2)CC2=NC3=C(N2C[C@H]2OCC2)C=C(C=C3)C(=O)O)F)C=C1)F